ClC1=NC=C(C(=N1)NC(CC)CCC)F 2-chloro-5-fluoro-N-(hex-3-yl)pyrimidin-4-amine